C(C1=CC=CC=C1)(=O)C1C(NC2=CC=CC=C2C1)=O 3,4-dihydro-3-benzoyl-2(1H)-quinolinone